ClC1=C(C=C2C=C(N=CC2=C1)NC(=O)[C@@H]1[C@H]([C@H]1C=1C=NN(C1)C)C)N1CC[NH+](CC1)[C@]1(COCC1)C (1R,2S,3R)-N-[7-chloro-6-[4-((R)-3-methyltetrahydrofuran-3-yl)piperazin-4-ium-1-yl]-3-isoquinolinyl]-2-methyl-3-(1-methylpyrazol-4-yl)cyclopropanecarboxamide